S(=O)(=O)(C1=CC=C(C)C=C1)ON=C1CCN(CC1)C(=O)OC(C)(C)C tert-butyl 4-((tosyloxy)imino)piperidine-1-carboxylate